(phenylbenzselenophenyl)triazine C1(=CC=CC=C1)C1=C([Se]C2=C1C=CC=C2)C2=NN=NC=C2